N-butylpyridinium Zinc chloride salt [Cl-].[Zn].C(CCC)[N+]1=CC=CC=C1